7-fluoro-8-methylnaphthalen-1-yl trifluoromethanesulfonate FC(S(=O)(=O)OC1=CC=CC2=CC=C(C(=C12)C)F)(F)F